sodium perfluorononoxybenzenesulfonate FC=1C(=C(C(=C(C1F)F)F)S(=O)(=O)[O-])OC(C(C(C(C(C(C(C(C(F)(F)F)(F)F)(F)F)(F)F)(F)F)(F)F)(F)F)(F)F)(F)F.[Na+]